(R)-2-((1-(2-(4,4-dimethylpiperidin-1-yl)-3,7-dimethyl-4-oxo-4H-pyrido[1,2-a]pyrimidin-9-yl)ethyl)amino)benzoic acid CC1(CCN(CC1)C=1N=C2N(C(C1C)=O)C=C(C=C2[C@@H](C)NC2=C(C(=O)O)C=CC=C2)C)C